ClC=1C=CC(=C(C1)N1CON(CO1)[C@H](C(=O)NC1=CNC(O1)C)CC1=CC=C(C=C1)F)N1N=NC(=C1)Cl (S)-2-(4-(5-chloro-2-(4-chloro-1H-1,2,3-triazol-1-yl)phenyl)-2,5-dioxapiperazin-1-yl)-3-(4-fluorophenyl)-N-(2-methyl-2H-oxazol-5-yl)propanamide